FC1=C(C(=O)N[C@H](C(=O)OC)CC2=CC=C(C=3N2C=CN3)C=3C(N(C(N(C3C)C)=O)C)=O)C(=CC(=C1)N1[C@H](COCC1)C(F)(F)F)F methyl (S)-2-(2,6-difluoro-4-((R)-3-(trifluoromethyl)morpholino) benzamido)-3-(8-(1,3,6-trimethyl-2,4-dioxo-1,2,3,4-tetrahydropyrimidin-5-yl)imidazo[1,2-a]pyridin-5-yl)propanoate